F[B-](F)(F)F.OCC[N+](C)(C)C 2-hydroxyl-N,N,N-trimethyl-ethyl-ammonium tetrafluoroborate